C(C)(C)(C)C=1C(=C(C=C(C1)CCC(=O)OC)N1N=C2C(=N1)C=CC(=C2)Cl)O 2-(3'-tert-Butyl-2'-hydroxy-5-(2-methoxycarbonylethyl)phenyl)-5-chloro-benzotriazole